1-[1-(oxan-4-yl)-1H-pyrazol-5-yl]-2-oxo-N-[6-(2,2,2-trifluoroethoxy)pyridin-3-yl]-1,2-dihydropyridine-3-carboxamide O1CCC(CC1)N1N=CC=C1N1C(C(=CC=C1)C(=O)NC=1C=NC(=CC1)OCC(F)(F)F)=O